(2R)-2-Amino-N-[3-chloro-4-(1H-pyrrolo[2,3-b]pyridin-4-yl)phenyl]-4-methyl-pentanamide N[C@@H](C(=O)NC1=CC(=C(C=C1)C1=C2C(=NC=C1)NC=C2)Cl)CC(C)C